fluoro-1'-(4-iodo-1-methyl-1H-pyrazol-5-yl)spiro[cyclopentane-1,3'-indoline]-2'-one FC1=C2C3(C(N(C2=CC=C1)C1=C(C=NN1C)I)=O)CCCC3